C(C)(=O)C=1C(=CC(=C(C1)NC(=O)NC(C)(C)C)OC)O 1-(5-acetyl-4-hydroxy-2-methoxyphenyl)-3-(tert-butyl)urea